CC1=NC(=CC(=N1)Cl)NC 6-chloro-N,2-dimethyl-4-pyrimidinamine